4-[2-(2-aminoethylamino)pyrimidin-5-yl]-3-(5-cyclopropyl-2-methylpyrazol-3-yl)oxybenzonitrile NCCNC1=NC=C(C=N1)C1=C(C=C(C#N)C=C1)OC=1N(N=C(C1)C1CC1)C